(1r,3r)-3-(4-fluoro-3-(trifluoromethyl)phenoxy)-N-(isoquinolin-5-ylmethyl)cyclobutan-1-amine hydrochloride Cl.FC1=C(C=C(OC2CC(C2)NCC2=C3C=CN=CC3=CC=C2)C=C1)C(F)(F)F